C(C)(C)(C)OC(N(CC1=C(C=C(C=C1)B1OC(C(O1)(C)C)(C)C)OC)C1CCN(CC1)C(C)=O)=O.BrC=1C(=C(C(=CC1)Cl)C(C)=O)F 1-(3-bromo-6-chloro-2-fluorophenyl)ethanone tert-butyl-(1-acetylpiperidin-4-yl)(2-methoxy-4-(4,4,5,5-tetramethyl-1,3,2-dioxaborolan-2-yl)benzyl)carbamate